6-(4-isopropoxy-1-trityl-1H-indazol-3-yl)-2-methyl-4-(N-morpholinyl)pyridazin-3(2H)-one C(C)(C)OC1=C2C(=NN(C2=CC=C1)C(C1=CC=CC=C1)(C1=CC=CC=C1)C1=CC=CC=C1)C=1C=C(C(N(N1)C)=O)N1CCOCC1